C(C)(=O)N[C@@H](CCCCNC(OC(C)(C)C)=O)C(=O)NC1=CC=C(C=C1)[N+](=O)[O-] t-butyl (S)-(5-acetamido-6-((4-nitrophenyl)amino)-6-oxohexyl)carbamate